CC1=CC(=CC(=N1)N1C([C@@H]2[C@H]([C@@H]1C1=NN=CN1C=1C=C(C=CC1)C)CCC2)=O)C(F)(F)F (3R,3aR,6aS)-2-(6-methyl-4-(trifluoromethyl)pyridin-2-yl)-3-(4-(m-tolyl)-4H-1,2,4-triazol-3-yl)hexahydrocyclopenta[c]pyrrole-1(2H)-one